C1(=CC=C(C=C1)S[C@H]1[C@H](OCC1)C(=O)O)C |r| rac-(2R*,3R*)-3-(p-tolylthio)tetrahydrofuran-2-carboxylic acid